1-heneicosanoyl-2-(5Z,8Z,11Z,14Z-eicosatetraenoyl)-glycero-3-phosphocholine CCCCCCCCCCCCCCCCCCCCC(=O)OC[C@H](COP(=O)([O-])OCC[N+](C)(C)C)OC(=O)CCC/C=C\C/C=C\C/C=C\C/C=C\CCCCC